BrC=1C(=NN(C1NC(=O)N[C@@H]1CN(C[C@H]1C1=CC(=C(C=C1)F)F)CCOC)C1=CC=CC=C1)C=1C=NC=CC1 1-(4-bromo-1-phenyl-3-(pyridin-3-yl)-1H-pyrazol-5-yl)-3-((3s,4r)-4-(3,4-difluorophenyl)-1-(2-methoxyethyl)pyrrolidin-3-yl)urea